[S-]C#N.C(CCC)N1C(N(C=C1)C)C 1-butyl-2,3-dimethylimidazole thiocyanate